(1-bromoindolizin-3-yl)(phenyl)methanone sodium iminodisuccinate N(C(C(=O)[O-])CC(=O)[O-])C(C(=O)[O-])CC(=O)[O-].[Na+].BrC=1C=C(N2C=CC=CC12)C(=O)C1=CC=CC=C1.[Na+].[Na+].[Na+]